tert-butyl (S)-4-(5-ethyl-2-(4-fluoro-5-hydroxypentanoyl)-7-oxo-4-((2-(trimethylsilyl)ethoxy)methyl)-4,7-dihydro-[1,2,4]triazolo[1,5-a]pyrimidin-6-yl)piperazine-1-carboxylate C(C)C=1N(C=2N(C(C1N1CCN(CC1)C(=O)OC(C)(C)C)=O)N=C(N2)C(CC[C@@H](CO)F)=O)COCC[Si](C)(C)C